1-(6-(2-Chloro-5-fluoropyrimidin-4-yl)-8-fluoro-3-methylimidazo[1,2-a]pyridin-2-yl)ethan-1-one ClC1=NC=C(C(=N1)C=1C=C(C=2N(C1)C(=C(N2)C(C)=O)C)F)F